3-amino-1-(1-cyclopropyl-1H-pyrazol-4-yl)-1,3a-dihydro-4H-pyrrolo[3,2-c]pyridine-4,6(5H)-dione NC1=CN(C=2C1C(NC(C2)=O)=O)C=2C=NN(C2)C2CC2